C(CCCCCCCCCCCCCCC)(=O)OC[C@@H](OC(CCCCCCC\C=C/CCCCCCCC)=O)COP(=O)([O-])OCC[N+](C)(C)C 1-hexadecanoyl-2-(cis-9-octadecenoyl)-sn-glycero-3-phosphocholine